COC=1C=C(C=C(C1)OC)C=1C(N(C2=CC(=NC=C2C1)NC1=C(C=CC=C1[N+](=O)[O-])C)CCCN1CCN(CC1)C)=O 3-(3,5-Dimethoxyphenyl)-7-((2-methyl-6-nitrophenyl)amino)-1-(3-(4-methylpiperazin-1-yl)propyl)-1,6-naphthyridin-2(1H)-one